tert-butyl (2-((tert-butyldimethylsilyl)oxy)-3-fluoropropyl)(2-formylbenzo[d]thiazol-6-yl)carbamate [Si](C)(C)(C(C)(C)C)OC(CN(C(OC(C)(C)C)=O)C1=CC2=C(N=C(S2)C=O)C=C1)CF